NC1CCC(CC1)CC(C)(C)NCC(O)C=1C=NC=C(C1)F 2-((1-((1r,4R)-4-Aminocyclohexyl)-2-methylpropan-2-yl)amino)-1-(5-fluoro-pyridin-3-yl)ethan-1-ol